8-hydroxyl-quinolinol OC=1C=CC=C2C=CC(=NC12)O